C(C)(C)N1C(=NC(=C1)C(F)(F)F)C1=CC=C(C=C1)CN 1-{4-[1-isopropyl-4-(trifluoromethyl)imidazol-2-yl]phenyl}methanamine